BrC=1C=C(C=C2C=C(N(C12)CC1CC1)C1=CCCNC1)C(=O)N1CC=2N(N=CC2C1)C [7-bromo-1-(cyclopropylmethyl)-2-(1,2,3,6-tetrahydropyridin-5-yl)indol-5-yl]-(1-methyl-4,6-dihydropyrrolo[3,4-c]pyrazol-5-yl)methanone